7-[[(1S)-1-(Methoxymethyl)-3-oxo-3-[4-[5-(trifluoromethyl)-2-pyridyl]piperazin-1-yl]propyl]-methyl-amino]-4-(trifluoromethyl)-2,5,6,7-tetrahydrocyclopenta[c]pyridazin-3-one COC[C@H](CC(N1CCN(CC1)C1=NC=C(C=C1)C(F)(F)F)=O)N(C1CCC=2C1=NNC(C2C(F)(F)F)=O)C